dec-8-yl methacrylate C(C(=C)C)(=O)OC(CCCCCCC)CC